BrC1=C(C=C(C(=O)O)C=C1)OC1CCC(CC1)(F)F 4-bromo-3-(4,4-difluorocyclohexoxy)benzoic acid